octafluoropentyl naphthalenesulfonate C1(=CC=CC2=CC=CC=C12)S(=O)(=O)OC(C(C(CC(F)(F)F)F)(F)F)(F)F